OC(CN(C1=CC=C(C=NNC2=CC=C(C(=O)O)C=C2)C=C1)C)CO 4-(2-(4-((2,3-dihydroxypropyl)(methyl)amino)benzylidene)hydrazino)benzoic acid